2-[6-(2-Hydroxy-2-methylpropyl)pyridin-3-yl]-N-[(3S)-9-fluoro-2-oxo-5-phenyl-1,3-dihydro-1,4-benzodiazepin-3-yl]pyrazolo[1,5-a]pyrimidine-3-carboxamide OC(CC1=CC=C(C=N1)C1=NN2C(N=CC=C2)=C1C(=O)N[C@@H]1C(NC2=C(C(=N1)C1=CC=CC=C1)C=CC=C2F)=O)(C)C